(2S)-2-amino-3,3-dicyclopropyl-N-[4-(difluoromethyl)-5-[3,5-dimethyl-1-(2-trimethylsilylethoxymethyl)pyrazol-4-yl]-2-pyridyl]propenamide NC(C(=O)NC1=NC=C(C(=C1)C(F)F)C=1C(=NN(C1C)COCC[Si](C)(C)C)C)=C(C1CC1)C1CC1